(2R,4S,5R,6R)-6-((1R,2R)-3-(3-chlorobenzamido)-1,2-dihydroxypropyl)-4-hydroxy-5-(2-hydroxyacetamido)-2-(2-(2-(prop-2-yn-1-yloxy)ethoxy)ethoxy)tetrahydro-2H-pyran-2-carboxylic acid ClC=1C=C(C(=O)NC[C@H]([C@@H](O)[C@H]2[C@@H]([C@H](C[C@@](O2)(C(=O)O)OCCOCCOCC#C)O)NC(CO)=O)O)C=CC1